CN1C(CN2C(CC1)=CC(=N2)NC2=C1C(NCC1=C(C=C2)C2=C1C(=NC=C2)N(C=C1)C)=O)=O 6-methyl-2-((7-(1-methyl-1H-pyrrolo[2,3-b]pyridin-4-yl)-3-oxoisoindolin-4-yl)amino)-5,6-dihydro-4H-pyrazolo[1,5-d][1,4]diazepin-7(8H)-one